C(C)OC(=O)C=1C=NN2C1C=NC(=C2)C=2C=NN(C2)C.C(C)(C)(C)C2=CC=1CC3=CC(=CC=C3C1C=C2)C(C)(C)C 2,7-di(t-butyl)fluorene ethyl-6-(1-methyl-1H-pyrazol-4-yl)pyrazolo[1,5-a]pyrazine-3-carboxylate